5-(5-cyano-6-(3-methoxy-3-methylpyrrolidin-1-yl)pyridin-3-yl)-N-cyclopropyl-2-fluoro-4-methylbenzamide C(#N)C=1C=C(C=NC1N1CC(CC1)(C)OC)C=1C(=CC(=C(C(=O)NC2CC2)C1)F)C